N-((3R,4S)-4-((6-(2,6-difluoro-3,5-dimethoxyphenyl)-8-(3-methoxypyrrolidin-1-yl)pyrido[3,4-d]pyrimidin-2-yl)amino)tetrahydrofuran-3-yl)acrylamide FC1=C(C(=C(C=C1OC)OC)F)C1=CC2=C(N=C(N=C2)N[C@H]2[C@H](COC2)NC(C=C)=O)C(=N1)N1CC(CC1)OC